ClC1=NC=C(C(=C1)C=1C=C2C(=CC=NC2=C(C1)F)C(C)NC(OC(C)(C)C)=O)F Tert-butyl (1-(6-(2-chloro-5-fluoropyridin-4-yl)-8-fluoroquinolin-4-yl)ethyl)carbamate